5-(8-((1R,2R)-2-(1-(2,2-difluoroethyl)-1H-indazol-6-yl)cyclopropyl)imidazo[1,2-b]pyridazin-6-yl)pyrimidine-2,4(1H,3H)-dione FC(CN1N=CC2=CC=C(C=C12)[C@H]1[C@@H](C1)C=1C=2N(N=C(C1)C=1C(NC(NC1)=O)=O)C=CN2)F